ClC1=NC=CC=C1F 2-chlorofluoropyridine